BrCC(=O)C1=NC(=CC(=C1)CC)C1=CC(=C(C=C1)F)Cl 2-bromo-1-(6-(3-chloro-4-fluorophenyl)-4-ethylpyridin-2-yl)ethanone